BrC=1C=CC=C2C1N(C[C@@]21N(CC[C@@H]1C1=CC=CC=C1)CC(F)(F)F)C (3S,3'R)-7-bromo-1-methyl-3'-phenyl-1'-(2,2,2-trifluoroethyl)spiro[indoline-3,2'-pyrrolidine]